FC(C1=CC=CC(=N1)NC(=O)C=1N=C(C=2N(C1)C=C(N2)C2CCOCC2)OC)F N-[6-(difluoromethyl)-2-pyridinyl]-8-methoxy-2-tetrahydropyran-4-yl-imidazo[1,2-a]pyrazine-6-carboxamide